2-[(3,5-dimethylpyrazol-1-yl)methyl]-N-[2-(hydroxymethyl)-3-[4-(trifluoromethyl)phenyl]propyl]morpholine-4-carboxamide CC1=NN(C(=C1)C)CC1CN(CCO1)C(=O)NCC(CC1=CC=C(C=C1)C(F)(F)F)CO